4-hydroxy-4-methyl-5,6,7,8-tetrahydro-4H-5,8-methano-cyclohepta[b]furan-2-sulfonamide OC1(C2CCC(C=3OC(=CC31)S(=O)(=O)N)C2)C